BrC1=CC=CC2=C1C=C(S2)C(F)(F)F 4-bromo-2-(trifluoromethyl)-1-benzothiophene